C[Si](C)(C)N([Si](C)(C)C)[Sn]N([Si](C)(C)C)[Si](C)(C)C bis[bis(trimethylsilyl)amino]tin